hydroxyethyl-diethyl-amine OCCN(CC)CC